C1(CC1)OC=1C(=C(C=C(C1)F)CN)F (3-cyclopropoxy-2,5-difluorophenyl)methylamine